N1C(=NC=C1)C=1C=C(SC1)[C@@H](C)N[S@](=O)C(C)(C)C (R)-N-((R)-1-(4-(1H-imidazol-2-yl)thiophen-2-yl)ethyl)-2-methylpropan-2-sulfinamide